(1S,2R,3S,4R,5S)-4-(2-Chloro-6-((dicyclopentylmethyl)amino)-9H-purin-9-yl)-1-((methylthio)methyl)bicyclo[3.1.0]hexane-2,3-diol ClC1=NC(=C2N=CN(C2=N1)[C@H]1[C@@H]([C@@H]([C@@]2(C[C@H]12)CSC)O)O)NC(C1CCCC1)C1CCCC1